BrC1=CC2=C(N(C(=N2)[C@@H]2CCCC(N2C2=CC(=C(C=C2)OC)F)=O)C2CCC(CC2)(F)F)C=C1 (S)-6-(5-bromo-1-(4,4-difluorocyclohexyl)-1H-benzo[d]imidazol-2-yl)-1-(3-fluoro-4-methoxyphenyl)piperidin-2-one